S-(4-((2-aminoethyl)carbamoyl)benzyl) (1S,3R)-3-aminocyclopentane-1-carbothioate N[C@H]1C[C@H](CC1)C(SCC1=CC=C(C=C1)C(NCCN)=O)=O